C(CC)(=O)NC1=CC=C(C=C1)N1CCCC1 1-(4-propionamidophenyl)pyrrolidin